stibium carbon [C].[Sb]